(6-(4-(3H-imidazo[4,5-b]pyridin-7-yl)-1H-pyrazol-1-yl)pyridin-3-yl)-2,2,2-trifluoro-1-(piperidin-4-yl)ethan-1-ol N1=CNC2=NC=CC(=C21)C=2C=NN(C2)C2=CC=C(C=N2)C(C(F)(F)F)(O)C2CCNCC2